ethyl 5-(2-((5,6-dichloroisoquinolin-1-yl)oxy)ethyl)isoxazole-3-carboxylate ClC1=C2C=CN=C(C2=CC=C1Cl)OCCC1=CC(=NO1)C(=O)OCC